4-nitrophenyl 3-bromocyclobutanecarboxylate BrC1CC(C1)C(=O)OC1=CC=C(C=C1)[N+](=O)[O-]